ClC1=C(C(=CC=C1Cl)F)C1(CN(CC1)C(=O)OC(C)(C)C)NC1=CC=C2CCN(C(C2=C1)=O)C tert-butyl 3-(2,3-dichloro-6-fluorophenyl)-3-[(2-methyl-1-oxo-3,4-dihydroisoquinolin-7-yl)amino]pyrrolidine-1-carboxylate